((7R)-7-amino-2-azabicyclo[2.2.1]hept-2-yl)(2-(1-(cyclopropylmethyl)-6-(2-methoxypyridin-4-yl)-1H-pyrrolo[2,3-b]pyridin-2-yl)-3-methylbenzofuran-6-yl)methanone N[C@H]1C2N(CC1CC2)C(=O)C2=CC1=C(C(=C(O1)C1=CC=3C(=NC(=CC3)C3=CC(=NC=C3)OC)N1CC1CC1)C)C=C2